C1(=CC=C(C=C1)N(C=1C=C(C(=CC1)C1=CC=2C(C3=CC=CC=C3C2C=C1)(C)C)C1=CC=CC=C1)C1=CC=C(C=C1)C1=CC=CC=C1)C1=CC=CC=C1 bis(biphenyl-4-yl)-{6-(9,9-dimethylfluoren-2-yl)biphenyl-3-yl}amine